Benzyl ((S)-1-(4-(4-((3-(3,6-difluoropyridin-2-yl)-1-((1r,4r)-4-ethoxycyclohexyl)-1H-pyrazol-4-yl)carbamoyl)thiazol-2-yl)-1H-pyrazol-1-yl)-4-methyl-1-oxopentan-2-yl)carbamate FC=1C(=NC(=CC1)F)C1=NN(C=C1NC(=O)C=1N=C(SC1)C=1C=NN(C1)C([C@H](CC(C)C)NC(OCC1=CC=CC=C1)=O)=O)C1CCC(CC1)OCC